(1S,4S)-bicyclo[2.2.2]oct-2-ene-2-carboxylic acid-ethyl ester C(C)OC(=O)C=1C2CCC(C1)CC2